COC=1C=C(C=C(C1)C1=C(C=CC=C1C)C)[C@@H](C#C)C (3R)-3-(5-methoxy-2',6'-dimethylbiphenyl-3-yl)but-1-yn